(S)-7-(((2-(trimethylsilyl)ethoxy)carbonyl)amino)bicyclo[3.2.0]heptane-6-carboxylate C[Si](CCOC(=O)NC1C(C2CCC[C@H]12)C(=O)[O-])(C)C